amino-2-(p-aminophenyl)benzimidazole NC1=CC=CC=2N=C(NC21)C2=CC=C(C=C2)N